5-(tert-butyl) 3-ethyl 1-(2-amino-4-bromo-3-fluorophenyl)-1,4,6,7-tetrahydro-5H-pyrazolo[4,3-c]pyridine-3,5-dicarboxylate NC1=C(C=CC(=C1F)Br)N1N=C(C=2CN(CCC21)C(=O)OC(C)(C)C)C(=O)OCC